NC(CS(=O)(=O)NC=1C=C(C=CC1)NC(=O)[C@@H]1S[C@](C[C@H]1C1=C(C(=C(C=C1)F)F)OC)(C(F)(F)F)C)C (2R,3S,5R)-N-(3-((2-aminopropyl)sulfonamido)phenyl)-3-(3,4-difluoro-2-methoxyphenyl)-5-methyl-5-(trifluoromethyl)tetrahydrothiophene-2-carboxamide